C(=C)C1=NC=CC=C1 Vinylpyridin